FC=1C(=CC2=C(C(N3[C@@H](CO2)C[C@H](C3)O)=O)C1OC(C)C)C (2R,11aR)-7-Fluoro-2-hydroxy-6-isopropoxy-8-methyl-2,3,11,11a-tetrahydro-1H,5H-benzo[f]pyrrolo[2,1-c][1,4]oxazepin-5-one